N-(2,2-dimethoxy-1-(naphthalen-2-yl)ethyl)-4-nitrobenzenesulfonamide COC(C(C1=CC2=CC=CC=C2C=C1)NS(=O)(=O)C1=CC=C(C=C1)[N+](=O)[O-])OC